ClC=1C(=NC=C(N1)NCC(F)(F)F)C#N 3-chloro-5-[(2,2,2-trifluoroethyl)amino]pyrazine-2-nitrile